[Si](C1=CC=CC=C1)(C1=CC=CC=C1)(C(C)(C)C)OCC[C@H]1CN(CCN1C(=O)C1=C(C=C2C=C(C(=NC2=C1)OC)CC)F)C(=O)OC(C)(C)C tert-butyl (S)-3-(2-((tert-butyldiphenylsilyl)oxy)ethyl)-4-(3-ethyl-6-fluoro-2-methoxy quinoline-7-carbonyl)piperazine-1-carboxylate